NC1=NC=2C3=C(C(CC2C=N1)(C)C)C(=NN3)C(=O)NC3=CC=C(C=C3)C(=O)N3CCC(CC3)N3CCCC3 8-amino-4,4-dimethyl-N-(4-{[4-(pyrrolidin-1-yl)piperidin-1-yl]carbonyl}phenyl)-4,5-dihydro-1H-pyrazolo[4,3-H]quinazoline-3-carboxamide